trimethyl-(3,5-heptanedione) platinum (IV) [Pt+4].CC(CC(CC(CC)=O)=O)(C)C